C(C1=CC=CC=C1)OC=1C=2C3=C(N(C2C=CC1)C1=CC=C(C=C1)F)C(COC31CCS(CC1)(=N)=O)(C)C 9-(benzyloxy)-5-(4-fluorophenyl)-1'-imino-4,4-dimethyl-2',3',4,5,5',6'-hexahydro-1'H,3H-1'λ6-spiro[pyrano[4,3-b]indole-1,4'-thiopyran] 1'-oxide